19-iodo-4,6,8,10,12,14,16-heptamethylnonadecyl hexyloxymethyl ether C(CCCCC)OCOCCCC(CC(CC(CC(CC(CC(CC(CCCI)C)C)C)C)C)C)C